O=C1N(C(C(N1)CC(C(F)(F)F)C(F)(F)F)=O)C1CC2(CC(C2)OC2=NC=CC=C2C(=O)N)C1 2-{[(αR)-6-{2,5-dioxo-4-[3,3,3-trifluoro-2-(trifluoromethyl)-propyl]imidazolidin-1-yl}spiro-[3.3]heptan-2-yl]-oxy}pyridine-3-carboxamide